5-(2-thienoyl)amino-3-(1-hexyl-1,2,3,6-tetrahydropyridin-4-yl)-1H-indole S1C(=CC=C1)C(=O)NC=1C=C2C(=CNC2=CC1)C=1CCN(CC1)CCCCCC